5-(4-((1-(4-(1,2-bis(4-hydroxyphenyl)but-1-en-1-yl)phenyl)piperidin-4-yl)methyl)piperazine-1-yl)-2-(2,6-dioxopiperidin-3-yl)-6-fluoroisoindoline-1,3-dione OC1=CC=C(C=C1)C(=C(CC)C1=CC=C(C=C1)O)C1=CC=C(C=C1)N1CCC(CC1)CN1CCN(CC1)C=1C=C2C(N(C(C2=CC1F)=O)C1C(NC(CC1)=O)=O)=O